[1-[5-[2-(tert-butylsulfamoyl)-4-[(4-nitrophenoxy)carbonylamino]phenyl]thiazol-2-yl]-4-piperidyl] N-benzylcarbamate C(C1=CC=CC=C1)NC(OC1CCN(CC1)C=1SC(=CN1)C1=C(C=C(C=C1)NC(=O)OC1=CC=C(C=C1)[N+](=O)[O-])S(NC(C)(C)C)(=O)=O)=O